3-(5-(((1S,2S)-2-(3-((trans)-4-methoxycyclohexyl)azetidin-1-yl)cyclohexyl)oxy)-1-oxoisoindolin-2-yl)piperidine-2,6-dione CO[C@@H]1CC[C@H](CC1)C1CN(C1)[C@@H]1[C@H](CCCC1)OC=1C=C2CN(C(C2=CC1)=O)C1C(NC(CC1)=O)=O